ClC1=CC2=C(N(C(N=C2N2[C@H](CN(CC2)C(=O)OC(C)(C)C)C)=O)C=2C(=NC=CC2C)C(C)C)N=C1C1=C(C(=CC=C1)F)OC tert-butyl (S)-4-(6-chloro-7-(3-fluoro-2-methoxyphenyl)-1-(2-isopropyl-4-methylpyridin-3-yl)-2-oxo-1,2-dihydropyrido[2,3-d]pyrimidin-4-yl)-3-methylpiperazine-1-carboxylate